C(C)(=O)N1C[C@@H]2[C@H](C1)CC(C2)N2N=CC(=C2C(=O)NC2=NC=C(C=C2C)C#CC=2SC=CC2)Cl 1-[(3aR,5s,6aS)-2-acetyloctahydrocyclopenta[c]pyrrol-5-yl]-4-chloro-N-{3-methyl-5-[(thiophen-2-yl)ethynyl]pyridin-2-yl}-1H-pyrazole-5-carboxamide